rac-tert-butyl 2-{6-bromoimidazo[1,2-a]pyridin-2-yl}-4-methylpyrrolidine-1-carboxylate trifluoroacetate FC(C(=O)O)(F)F.BrC=1C=CC=2N(C1)C=C(N2)C2N(CC(C2)C)C(=O)OC(C)(C)C